C(C)(C)(C)OC(=O)NC1=CC(=C(C(=O)OC)C=C1OC)F methyl 4-(tert-butoxycarbonylamino)-2-fluoro-5-methoxy-benzoate